N1C(=NC2=C1C=CC=C2)C2=CC(=NN2CC2=CC=C(C=C2)OC)NC(=O)C=2C=NC(=CC2)N2CC(NCC2)=O N-[5-(1H-benzimidazol-2-yl)-1-[(4-methoxyphenyl)methyl]pyrazol-3-yl]-6-(3-oxopiperazin-1-yl)pyridine-3-carboxamide